N1(CCCCCC1)C1=C(C(=O)N2C(CN(CC2)C(=O)OC(C)(C)C)C(C)C)C=CC(=C1)NC(=O)C1CC1 tert-butyl 4-[2-(azepan-1-yl)-4-(cyclopropanecarbonylamino)benzoyl]-3-propan-2-ylpiperazine-1-carboxylate